2'',3-difluoro-4''-(2-methoxyethyl)-[1,1':2',1''-terphenyl] FC1=C(C=CC(=C1)CCOC)C=1C(=CC=CC1)C1=CC(=CC=C1)F